N-(2-(4-(3-Isopropyl-4-oxo-3,4-dihydroimidazo[2,1-f][1,2,4]triazin-2-yl)-1H-pyrazol-1-yl)ethyl)acetamide C(C)(C)N1C(=NN2C(C1=O)=NC=C2)C=2C=NN(C2)CCNC(C)=O